FC=1C(=NC(=NC1)NCC1CN(C1)S(=O)(=O)C)C=1C=C(C2=C(N(C(=N2)C)C(C)C)C1)F 5-fluoro-4-(4-fluoro-1-isopropyl-2-methyl-1H-benzo[d]imidazol-6-yl)-N-((1-(methylsulfonyl)azetidin-3-yl)methyl)pyrimidin-2-amine